N-methyl-1-[4-(pentafluoro-sulfanyl)phenyl]methanamine CNCC1=CC=C(C=C1)S(F)(F)(F)(F)F